OC1=CC=C(C=C1)C1(CN(C2=CC=CC=C12)C1=CC=CC=C1)C1=CC=C(C=C1)O 3,3-bis(4-hydroxyphenyl)-1-phenyl-1H-indole